N(C(=O)N)CC(CC(=O)[O-])=O ureido-acetoacetate